N1=CN=CC=2CCCCC12 6,8-dihydro-5H-quinazolin